((S)-3-oxo-1-phenylpropyl)carbamic acid tert-butyl ester C(C)(C)(C)OC(N[C@@H](CC=O)C1=CC=CC=C1)=O